BrC=1C=C(C=C(C1)OCC1CC1)NC(C1=CC=C(C=C1)N1C(CCCC1)=O)=O N-(3-BROMO-5-(CYCLOPROPYLMETHOXY)PHENYL)-4-(2-OXOPIPERIDIN-1-YL)BENZAMIDE